C[C@H](CC[C@@H](C(C)C)OS(=O)(=O)[O-])[C@H]1CC[C@@H]2[C@@]1(CC[C@H]3[C@H]2CC=C4[C@@]3(CC[C@@H](C4)OS(=O)(=O)[O-])C)C The molecule is a steroid sulfate oxoanion obtained by deprotonation of the sulfo groups of (24S)-hydroxycholesterol 3,24-disulfate. It is a conjugate base of a (24S)-hydroxycholesterol 3,24-disulfate.